ClC=1C=C(C=CC1OC(F)(F)F)[C@@H]1CC[C@H](CC1)OC=1N=NNC1C(=O)O 4-(((trans)-4-(3-chloro-4-(trifluoromethoxy)phenyl)cyclohexyl)oxy)-1H-1,2,3-triazole-5-carboxylic acid